isopropyl-xanthine C(C)(C)C1=NC=2NC(NC(C2N1)=O)=O